O=S1(N(CC(N1)=O)C1=C(C=C2C=CC(=CC2=C1F)[C@H]1CN(CC1)C(=O)OC(C)(C)C)O)=O tert-butyl (S)-3-(7-(1,1-dioxido-4-oxo-1,2,5-thiadiazolidin-2-yl)-8-fluoro-6-hydroxynaphthalen-2-yl)pyrrolidine-1-carboxylate